(4-allyl-2-methoxyphenoxy)-3-(isopropylamino)propan-2-ol C(C=C)C1=CC(=C(OCC(CNC(C)C)O)C=C1)OC